P(=O)(O)([O-])[O-] Hydrogen-Phosphat